3-(2-{2-chloro-7H,8H,9H,10H-benzo[c]cinnolin-3-yl}ethynyl)-1-[(3S,5R)-5-(methoxymethyl)-1-(prop-2-enoyl)pyrrolidin-3-yl]-5-(methylamino)pyrazole-4-carboxamide ClC1=CC2=C(N=NC=3CCCCC23)C=C1C#CC1=NN(C(=C1C(=O)N)NC)[C@@H]1CN([C@H](C1)COC)C(C=C)=O